ClC=1C=CC(=C(C1)C1=C(C=CC(=C1)Cl)N)N 5,5'-dichloro-2,2'-diaminobiphenyl